N1N=CC(=C1)C=1C=CC=2N(C1)C(=CN2)C2=NC(=NC=C2)NC2=NC=C(C=C2)N2CCN(CC2)C 4-(6-(1H-pyrazol-4-yl)imidazo[1,2-a]pyridin-3-yl)-N-(5-(4-methylpiperazin-1-yl)pyridin-2-yl)pyrimidin-2-amine